ClC1=NC(=C(C(=N1)C)C(=O)NC1CCN(C2(CC2)C1)C(=O)OC(C)(C)C)C tert-butyl 7-[(2-chloro-4,6-dimethyl-pyrimidine-5-carbonyl)amino]-4-azaspiro[2.5]octane-4-carboxylate